(cis)-Ethyl 2-(4-(6-(2-chloro-3,4-difluorophenyl)-5-(methoxycarbonyl)-2-(thiazol-2-yl)-3,6-dihydropyrimidin-4-yl)cyclohexyl)pyrimidine-5-carboxylate ClC1=C(C=CC(=C1F)F)C1C(=C(NC(=N1)C=1SC=CN1)[C@H]1CC[C@H](CC1)C1=NC=C(C=N1)C(=O)OCC)C(=O)OC